C1(CC1)C=1C=C(C=CC1[N+](=O)[O-])N1CC(N(CC1)C(=O)OC(C)(C)C)C(=O)OC 1-(tert-butyl) 2-methyl 4-(3-cyclopropyl-4-nitrophenyl)piperazine-1,2-dicarboxylate